C(C1=CC=CC=C1)N1C(N([C@H]([C@@H]1CS)C(=O)O)CC1=CC=CC=C1)=O (4R,5R)-1,3-dibenzyl-5-(mercaptomethyl)-2-oxo-imidazolidine-4-carboxylic acid